fluoro-1H-imidazole-5-carboxylic acid ethyl ester C(C)OC(=O)C1=CN=CN1F